C(C=C)(=O)OCCOC1=CC=C(C=C1)C(C)(C)C1=CC=C(C=C1)OCCOC(C=C)=O 2,2-bis(4-acryloyloxyethoxyphenyl)propane